methyl 2-[[2-[(2R)-1-[(2,3-difluorophenyl)methyl]-5-oxopyrrolidin-2-yl]acetyl]methylamino]acetate FC1=C(C=CC=C1F)CN1[C@H](CCC1=O)CC(=O)N(CC(=O)OC)C